1-(5-bromo-2,4-difluorophenyl)-2-methoxy-naphthalene BrC=1C(=CC(=C(C1)C1=C(C=CC2=CC=CC=C12)OC)F)F